CN1N=CC=C1CNC=1N=C(C2=C(N1)CN(C2)C#N)C2=CC(=CC=C2)N2C(CCC2)=O (((1-methyl-1H-pyrazol-5-yl)methyl)amino)-4-(3-(2-oxopyrrolidin-1-yl)phenyl)-5,7-dihydro-6H-pyrrolo[3,4-d]pyrimidine-6-carbonitrile